FC(OC=1C=C(C=CC1)CC(=O)O)(F)F 3-trifluoromethoxy-phenylacetic acid